N-{8-(3,4-Dichlorophenoxy)quinolin-5-yl}acrylamide (1R,3S)-3-[3-({[5-meth-oxy-2-(methylsulfonyl)-phenyl]acetyl}amino)-1H-pyrazol-5-yl]cyclopentyl-(1-methylcyclopropyl)-carbamate COC=1C=CC(=C(C1)CC(=O)NC1=NNC(=C1)[C@@H]1C[C@@H](CC1)N(C(O)=O)C1(CC1)C)S(=O)(=O)C.ClC=1C=C(OC=2C=CC(=C3C=CC=NC23)NC(C=C)=O)C=CC1Cl